Ethyl-6-(4-(tert-butoxycarbonyl)piperazin-1-yl)-1-(4-fluorophenyl)-3-(pentan-3-yl)-1H-pyrazolo[3,4-b]pyridine C(C)C1=C2C(=NC(=C1)N1CCN(CC1)C(=O)OC(C)(C)C)N(N=C2C(CC)CC)C2=CC=C(C=C2)F